5-(4-chlorophenyl)-3-phenylisothiazole ClC1=CC=C(C=C1)C1=CC(=NS1)C1=CC=CC=C1